N1C=NC2=C1C=CC(=C2)N2C(NCC2C2=CC(=C(C=C2)F)OC)=O 1-(1H-benzo[d]imidazol-5-yl)-5-(4-fluoro-3-methoxyphenyl)imidazolidin-2-one